tert-butyl 6-(4-cyanophenyl)-3-methyl-3,4-dihydropyridine-1(2H)-carboxylate C(#N)C1=CC=C(C=C1)C1=CCC(CN1C(=O)OC(C)(C)C)C